C(C)(C)N1C(=NC=2C1=NC(=CC2)C2=CNC=1N=C(N=CC12)NCC(C)(C)C)C 5-(3-isopropyl-2-methyl-3H-imidazo[4,5-b]pyridin-5-yl)-N-neopentyl-7H-pyrrolo[2,3-d]pyrimidin-2-amine